C(C1=CC=CC=C1)N1C=CC2=C1N=C(C=C2C=O)Cl 1-benzyl-6-chloro-1H-pyrrolo[2,3-b]pyridine-4-carbaldehyde